CC1=NC(=CC(=C1)N1CC2=C(C=C(C=C2CC1)C=1C=C2C(=NC1)NC=C2C)[C@H]2N(CCC2)C(=O)OC(C)(C)C)C tert-butyl (S)-2-(2-(2,6-dimethylpyridin-4-yl)-6-(3-methyl-1H-pyrrolo[2,3-b]pyridin-5-yl)-1,2,3,4-tetrahydroisoquinolin-8-yl)pyrrolidine-1-carboxylate